FC1=C(C#N)C=C(C=C1)CN1CCC(C2=CC=CN=C12)=O 2-fluoro-5-[(4-oxo-3,4-dihydronaphthyridin-1-yl)methyl]benzonitrile